C(C1=CC=CC=C1)SC=1C(=NC=C(C1)B1OC(C(O1)(C)C)(C)C)N 3-(benzylsulfanyl)-5-(4,4,5,5-tetramethyl-1,3,2-dioxaborolan-2-yl)pyridin-2-amine